tris-(2-aminoethyl)amine NCCN(CCN)CCN